2-((3,7-dimethylnon-6-en-1-yl)oxy)-1,2-diphenylethan-1-one CC(CCOC(C(=O)C1=CC=CC=C1)C1=CC=CC=C1)CCC=C(CC)C